NC1=C2C(=C3C(=N1)C=C(S3)C3=CC=CC=C3)N(C(=N2)CCCO)C 3-(4-amino-1-methyl-7-phenyl-1H-imidazo[4,5-d]thieno[3,2-b]pyridin-2-yl)propan-1-ol